C=C(C=O)CCOC(C)=O 2-Methylene-4-acetoxybutyraldehyde